CC=1C=C(C=C(C1CC=1C=C2C3(C(NC2=CC1)=O)CCC3)C)N3N=C(C(NC3=O)=O)C#N 2-(3,5-dimethyl-4-((2'-oxospiro[cyclobutane-1,3'-indolin]-5'-yl)methyl)phenyl)-3,5-dioxo-2,3,4,5-tetrahydro-1,2,4-triazine-6-carbonitrile